C(C1=CC=CC=C1)N1C(C(=CC(=C1)C(F)(F)F)C(CCC)=CCCC)=O benzyl-3-(oct-4-en-4-yl)-5-(trifluoromethyl)pyridin-2(1H)-one